N1(CCC1)CCN(C1=C(C=C(C(=C1)OC)NC1=NC=C(C(=N1)NC=1C=CC=C2CCN(C12)S(=O)(=O)CC)Cl)NC(C=C)=O)C N-(2-((2-(azetidin-1-yl)ethyl)(methyl)amino)-5-((5-chloro-4-((1-(ethylsulfonyl)indoline-7-yl)amino)pyrimidin-2-yl)amino)-4-methoxyphenyl)acrylamide